COCCOCCOCCOCC(C)C triethylene glycol isobutyl methyl ether